7-fluoro-5-phenyl-2-[(S)-cyclopropyl-deuterio-fluoro-methyl]-6,7-dihydro-5H-pyrrolo[1,2-b][1,2,4]triazole FC1CC(N2N=C(N=C21)[C@](F)([2H])C2CC2)C2=CC=CC=C2